triethylene glycol-bis-[3-(3-tertiary butyl-4-hydroxy-5-methylphenyl) propionate] C(C)(C)(C)C=1C=C(C=C(C1O)C)CCC(=O)OCCOCCOCCOC(CCC1=CC(=C(C(=C1)C)O)C(C)(C)C)=O